COC(C1=CN=C(C=C1OC(C)CC)N)=O 6-amino-4-(sec-butoxy)nicotinic acid methyl ester